3-chloro-N-(2,4-dimethyl-1-phenylpentan-2-yl)-1-methyl-1H-pyrrolo[2,3-b]pyridine-5-carboxamide ClC1=CN(C2=NC=C(C=C21)C(=O)NC(CC2=CC=CC=C2)(CC(C)C)C)C